FC(C1=NN(C(=C1)C)C1=NC(=CC=C1C(C)=O)N1C=NC2=C1C=NC(=C2)NC=2N=NC(=CC2)C)F 1-[2-[3-(Difluoromethyl)-5-methyl-pyrazol-1-yl]-6-[6-[(6-methylpyridazin-3-yl)amino]imidazo[4,5-c]pyridin-3-yl]-3-pyridyl]ethanone